Bis(4-hydroxyphenyl)dimethylmethane OC1=CC=C(C=C1)C(C)(C)C1=CC=C(C=C1)O